FC1=C(OC2=C(N=C(S2)C(=O)N)C)C=CC(=C1)N1N=C2N(C1=O)C(CC2)C2=CC=C(C=C2)F 5-(2-fluoro-4-(5-(4-fluorophenyl)-3-oxo-6,7-dihydro-3H-pyrrolo[2,1-c][1,2,4]triazol-2(5H)-yl)phenoxy)-4-methylthiazole-2-carboxamide